N[C@H](C(=O)O)CC=1C2=C(NN1)CCCCC2 (S)-2-amino-3-(1,4,5,6,7,8-hexahydrocyclohepta[c]pyrazol-3-yl)propanoic acid